4,4-difluoro-5-hydroxyvaleric acid tert-butyl ester C(C)(C)(C)OC(CCC(CO)(F)F)=O